Cl.NCCOC1=C(C(=O)NCCCN=[N+]=[N-])C=CC=C1 (2-aminoethoxy)-N-(3-azidopropyl)benzamide hydrochloride